3-[(3-bromophenyl)-(5,8-dioxaspiro[3.4]oct-2-yl)methyl]-4-methyl-1,2,4-triazole BrC=1C=C(C=CC1)C(C1=NN=CN1C)C1CC2(C1)OCCO2